CC1=NC(=CC(=C1)C1=C(C(=C(C(=C1C1=CC=C(C=C1)N1C2=CC=CC=C2C=2C=C(C=CC12)C)C1=CC=C(C=C1)N1C2=CC=CC=C2C=2C=C(C=CC12)C)C1=CC=C(C=C1)N1C2=CC=CC=C2C=2C=C(C=CC12)C)C1=CC=C(C=C1)N1C2=CC=CC=C2C=2C=C(C=CC12)C)C#N)C 4'-(2,6-dimethylpyridin-4-yl)-4,4''-bis(3-methyl-9H-carbazol-9-yl)-5',6'-bis(4-(3-methyl-9H-carbazol-9-yl)phenyl)-[1,1':2',1''-terphenyl]-3'-carbonitrile